5-(phenylsulfamoyl)isophthalic acid C1(=CC=CC=C1)NS(=O)(=O)C=1C=C(C=C(C(=O)O)C1)C(=O)O